(S)-2-(((S)-2-((((9H-fluoren-9-yl)methoxy)carbonyl)amino)-3-(2-fluorophenyl)propanoyl)oxy)hexanoic acid C1=CC=CC=2C3=CC=CC=C3C(C12)COC(=O)N[C@H](C(=O)O[C@H](C(=O)O)CCCC)CC1=C(C=CC=C1)F